benzoimidazole-5-carboxylic acid (3-ethoxy-propyl)-amide C(C)OCCCNC(=O)C1=CC2=C(N=CN2)C=C1